N-(4'-chloro-5-fluorobiphenyl-2-yl)-1-methyl-3-trifluoromethyl-1H-pyrazole-4-carboxamide ClC1=CC=C(C=C1)C1=C(C=CC(=C1)F)NC(=O)C=1C(=NN(C1)C)C(F)(F)F